Benzyl 3-[1-(oxan-2-yl)-1H-pyrazol-4-yl]-2,5-dihydro-1H-pyrrole-1-carboxylate O1C(CCCC1)N1N=CC(=C1)C=1CN(CC1)C(=O)OCC1=CC=CC=C1